ClC1=CC=C(C=C1)C#CCOC1=C(C=C(C=C1)CCNC(C(C(C)C)NS(=O)(=O)C)=O)OC N-[2-[4-[[3-(4-chlorophenyl)-2-propyn-1-yl]oxy]-3-methoxyphenyl]ethyl]-3-methyl-2-[(methylsulfonyl)amino]butanamide